8'-Bromo-7'-fluoro-3'-methyl-3-(6-oxo-1,6-dihydropyridin-3-yl)spiro[cyclobutane-1,1'-pyrrolo[2,3-c]quinolin]-2'(3'H)-one BrC1=CC=2C3=C(C=NC2C=C1F)N(C(C31CC(C1)C1=CNC(C=C1)=O)=O)C